COC(C1CCN(CC1)C1=CC=C(C=C1)C1(CC(CC2=CC(=CC=C12)OC)C)O)OC 1-(4-(4-(dimethoxymethyl)piperidin-1-yl)phenyl)-6-methoxy-3-methyl-1,2,3,4-tetrahydronaphthalen-1-ol